(2-(Propan-2-yl)-phenyl)hydrazine HCl Cl.CC(C)C1=C(C=CC=C1)NN